COC1=CC=C(C=C1)C1=CC(=NN1)NC1=CC=C(C=C1)OC1=CC=CC=C1 5-(4-methoxyphenyl)-N-(4-phenoxyphenyl)-1H-pyrazol-3-amine